(5R,6S)-6-phenyl-5-(4-(4-(piperidin-4-ylmethyl)piperazin-1-yl)phenyl)-5,6,7,8-tetrahydronaphthalen-2-ol C1(=CC=CC=C1)[C@@H]1[C@@H](C=2C=CC(=CC2CC1)O)C1=CC=C(C=C1)N1CCN(CC1)CC1CCNCC1